N-(4-(quinolin-2-yl)phenyl)methylsulfonamide N1=C(C=CC2=CC=CC=C12)C1=CC=C(C=C1)CNS(=O)=O